C(C)(=O)C1=C(C2=C(N=C(N=C2)NC2=NC=C(C=C2)N2CCN(CC2)C2=NC=C(C=C2)CO[Si](C)(C)C(C)(C)C)N(C1=O)C1CCCC1)C 6-acetyl-2-((5-(4-(5-(((tert-butyldimethylsilyl)oxy)methyl)pyridin-2-yl)piperazin-1-yl)pyridin-2-yl)amino)-8-cyclopentyl-5-methylpyrido[2,3-d]pyrimidin-7(8H)-one